4-(4,4-difluoropiperidin-1-yl)furan FC1(CCN(CC1)C=1C=COC1)F